COC(CCC(C(N)=O)N1C(C2=CC=CC(=C2C1)OCC1=CC=C(C=C1)CN1N=NC(=C1)C(C)(C)C)=O)=O 4-{4-[4-(4-tert-Butyl-[1,2,3]triazol-1-ylmethyl)-benzyloxy]-1-oxo-1,3-dihydro-isoindol-2-yl}-4-carbamoyl-butyric acid methyl ester